(3-(3-Phenylimidazo[1,2-b]pyridazin-6-yl)phenyl)acetamide C1(=CC=CC=C1)C1=CN=C2N1N=C(C=C2)C=2C=C(C=CC2)CC(=O)N